1-nitrocyclohepta-1-ene [N+](=O)([O-])C1=CCCCCC1